4-((6-Acetylpyridin-3-yl)oxy)piperidine-1-carboxylic acid tert-butyl ester C(C)(C)(C)OC(=O)N1CCC(CC1)OC=1C=NC(=CC1)C(C)=O